CC1(OB(OC1(C)C)C1=C[C@H](N(C1)C(=O)OC(C)(C)C)C(=O)OC)C 1-(tert-butyl) 2-methyl (S)-4-(4,4,5,5-tetramethyl-1,3,2-dioxaborolan-2-yl)-2,5-dihydro-1H-pyrrole-1,2-dicarboxylate